COC1=CC=C(C=C1)CC(=O)C=1SC=CC1 2-(4-Methoxyphenyl)-1-(thiophen-2-yl)ethanone